3-((2S)-3-(8-(4'-(aminomethyl)-4-methoxybiphenyl-3-ylsulfonyl)-1-oxa-8-azaspiro[4.5]decan-3-ylamino)-2-hydroxypropoxy)-N-methylbenzenesulfonamide NCC1=CC=C(C=C1)C1=CC(=C(C=C1)OC)S(=O)(=O)N1CCC2(CC(CO2)NC[C@@H](COC=2C=C(C=CC2)S(=O)(=O)NC)O)CC1